BrC1=CC(=C(C=C1)CCNC1=CC(=NC=N1)C1=CC(=CS1)OCC)Cl 5-{6-[2-(4-Bromo-2-chloro-phenyl)-ethylamino]-pyrimidin-4-yl}-3-ethoxy-thiophen